C(CCCCCC\C=C/CCCCCC)CC(=O)[O-] (Z)-8-pentadecenylacetate